2,2,2-Trifluoroethyl 2-[(2S,5R)-4-[3-(dimethylamino)-2,2-dimethyl-propanoyl]-5-methyl-2-phenyl-piperazin-1-yl]-2-oxo-acetate CN(CC(C(=O)N1C[C@@H](N(C[C@H]1C)C(C(=O)OCC(F)(F)F)=O)C1=CC=CC=C1)(C)C)C